1,3,5-Tris((4-hydroxyphenyl)ethynyl)benzene OC1=CC=C(C=C1)C#CC1=CC(=CC(=C1)C#CC1=CC=C(C=C1)O)C#CC1=CC=C(C=C1)O